N4'-((1S,4S)-4-(aminomethyl)cyclohexyl)-N6'-(1-isopropyl-1H-pyrazolo[3,4-b]pyridin-6-yl)-5-((1-methylpiperidin-4-yl)oxy)-[2,3'-bipyridine]-4',6'-diamine NCC1CCC(CC1)NC1=C(C=NC(=C1)NC1=CC=C2C(=N1)N(N=C2)C(C)C)C2=NC=C(C=C2)OC2CCN(CC2)C